N=S1(CCOCC2=C1C=C(C=C2)C(=O)O)=O 1-imino-1-oxo-3,5-dihydro-2H-4,1λ6-benzoxathiepine-8-carboxylic acid